2-(2,5-dichloropyrimidin-4-yl)-1,2,3,4-tetrahydroisoquinoline ClC1=NC=C(C(=N1)N1CC2=CC=CC=C2CC1)Cl